OCCC1CCN=C1NNC(C(C)C)=O N'-(4-(2-hydroxyethyl)-3,4-dihydro-2H-pyrrol-5-yl)-2-methylpropanehydrazide